4-({(1R)-1-[3-(1,1-difluoro-2-hydroxy-2-methylpropyl)-2-fluorophenyl]ethyl}amino)-6-(dimethylphosphoryl)-2-methylpyrido[3,4-d]pyrimidin-8-ol FC(C(C)(C)O)(F)C=1C(=C(C=CC1)[C@@H](C)NC=1C2=C(N=C(N1)C)C(=NC(=C2)P(=O)(C)C)O)F